3-(4-tert-Butyl-1-pyridinio)-1-propanesulfonate C(C)(C)(C)C1=CC=[N+](C=C1)CCCS(=O)(=O)[O-]